C(C)(C)C1CCC(CC1)C=O 4-isopropylcyclohexane-carbaldehyde